O=C1N(C(CC1)=O)OC(COCC(=O)NCCO[C@H]1[C@@H](O)[C@@H](O[C@@H]2[C@@H](O)[C@@H](O)[C@H](O)[C@H](O2)CO)[C@H](O)[C@H](O1)CO[C@@H]1[C@@H](O)[C@@H](O)[C@H](O)[C@H](O1)CO)=O 2-[(2,5-Dioxopyrrolidin-1-yl)oxy]-N-(2-{[α-D-mannopyranosyl-(1→3)-[α-D-mannopyranosyl-(1→6)]-β-D-mannopyranosyl]oxy}ethyl)-2-oxoethoxy-acetamide